1-(3-fluoro-4-(piperazin-1-yl)phenyl)heptan-1-one FC=1C=C(C=CC1N1CCNCC1)C(CCCCCC)=O